(R)-3-(1-(6-chloro-4-(trifluoromethyl)pyridazin-3-yl)pyrrolidin-2-yl)-1-(4-(5-(trifluoromethyl)pyrimidin-2-yl)piperazin-1-yl)propan-1-one Diammonium [NH4+].[NH4+].ClC1=CC(=C(N=N1)N1[C@H](CCC1)CCC(=O)N1CCN(CC1)C1=NC=C(C=N1)C(F)(F)F)C(F)(F)F